O1C2=C(CC1)CC1=CC=CC1=C2 2,3-dihydro-1H-indeno[5,6-b]furan